5-chloro-N-(4-methylpyridazin-3-yl)-4-(3-oxo-5,6,7,8-tetrahydro[1,2,4]triazolo[4,3-a]pyridin-2(3H)-yl)-2-{[(2S)-1,1,1-trifluoropropan-2-yl]oxy}benzamide ClC=1C(=CC(=C(C(=O)NC=2N=NC=CC2C)C1)O[C@H](C(F)(F)F)C)N1N=C2N(CCCC2)C1=O